(3,4-epoxycyclohexylethyl)methyldimethoxysilane C1(CC2C(CC1)O2)CC[Si](OC)(OC)C